NCCOC=1C=C(C=C(C1)F)C[C@H](C(=O)OC(C)(C)C)[C@@H]1CN(CC1)C(=O)OC(C)(C)C tert-butyl (R)-3-((S)-3-(3-(2-aminoethoxy)-5-fluorophenyl)-1-(tert-butoxy)-1-oxopropane-2-yl)pyrrolidine-1-carboxylate